diisopropylamide C(C)(C)[N-]C(C)C